5-chloro-N-[2,4-difluoro-3-(2-[imidazo[1,5-a]pyridin-7-yl]ethynyl)phenyl]-2-methoxypyridine-3-sulfonamide ClC=1C=C(C(=NC1)OC)S(=O)(=O)NC1=C(C(=C(C=C1)F)C#CC1=CC=2N(C=C1)C=NC2)F